Cl.Cl.N1=NC(COCC1(C)C)(C)C 2,2'-azobisisobutylether dihydrochloride